COC1=NC=CC(=C1)CNC(=O)C1(CCN(CC1)[C@H](C)C1=CC=CC2=CC=CC=C12)CC=C |r| (±)-N-((2-Methoxypyridin-4-yl)methyl)4-allyl-1-(1-(naphthalen-1-yl)ethyl)piperidine-4-carboxamide